tetrabromophenol tetraiodide [I-].[I-].[I-].[I-].BrC=1C(=C(C(=C(C1)O)Br)Br)Br